C(=O)(O)C(C[C@H](N)C(=O)O)C(=O)O.C(C)(C)NC(C=C)=O N-isopropyl-acrylamide γ-carboxyglutamate